di-t-butyl telluride C(C)(C)(C)[Te]C(C)(C)C